FC1(CC1)C1=NC2=CC=C(C=C2C(=N1)N1CCC(CC1)C=1C(=NC=CC1)OC)N(CCO)C 2-{[2-(1-Fluoro-cyclopropyl)-4-(2-methoxy-3',4',5',6'-tetrahydro-2'H-[3,4']bipyridinyl-1'-yl)-quinazolin-6-yl]-methyl-amino}-ethanol